[18F]CCOC1=CC=C(C=C1)CCCN1N=CC=2C=3N(C(=NC21)N)N=C(N3)C=3OC=CC3 7-(3-(4-(2-([18F]fluoro)ethoxy)phenyl)propyl)-2-(furan-2-yl)-7H-pyrazolo[4,3-e][1,2,4]triazolo[1,5-c]pyrimidine-5-amine